N,N-diglycidyl-(aminomethyl)cyclohexane C(C1CO1)N(CC1CO1)CC1CCCCC1